2-(2,6-dioxo-3-piperidyl)-5-(4-hydroxy-4-piperidyl)isoindoline-1,3-dione O=C1NC(CCC1N1C(C2=CC=C(C=C2C1=O)C1(CCNCC1)O)=O)=O